8-chloro-3-(5-(difluoromethyl)-1,3,4-thiadiazol-2-yl)-[1,2,4]triazolo[4,3-a]pyridin-6-sulfonyl chloride ClC=1C=2N(C=C(C1)S(=O)(=O)Cl)C(=NN2)C=2SC(=NN2)C(F)F